methyl 2-{[(2-amino-4-chloro-6-fluorophenyl)methyl]amino}acetate NC1=C(C(=CC(=C1)Cl)F)CNCC(=O)OC